COC=1C2=C(N=C(N1)NC1=CC=C(C=C1)CN1CCN(CC1)C)NC=C2C2=CC=C(C(=O)N(C)C)C=C2 4-(4-methoxy-2-((4-((4-methylpiperazin-1-yl)methyl)phenyl)amino)-7H-pyrrolo[2,3-d]pyrimidin-5-yl)-N,N-dimethylbenzamide